ClC1=CC(=C(C=C1C)[C@@H]1[C@H](C1)NC(N([C@H]1CN(CCC1)C=1N=NC=CC1)C)=O)F 3-[(1S,2R)-2-(4-chloro-2-fluoro-5-methylphenyl)cyclopropyl]-1-methyl-1-[(3R)-1-(pyridazin-3-yl)piperidin-3-yl]urea